4-[[4-fluoro-3-[4-[2-[4-[[1-[3-[5-(2-oxo-4-prop-2-enoyl-piperazin-1-yl)-2-furyl]propanoyl]-4-piperidyl]oxy]-1-piperidyl]acetyl]piperazine-1-carbonyl]phenyl]methyl]-2H-phthalazin-1-one FC1=C(C=C(C=C1)CC1=NNC(C2=CC=CC=C12)=O)C(=O)N1CCN(CC1)C(CN1CCC(CC1)OC1CCN(CC1)C(CCC=1OC(=CC1)N1C(CN(CC1)C(C=C)=O)=O)=O)=O